4,4-dimethoxypiperidine COC1(CCNCC1)OC